C(C1=CC=CC=C1)C(C([2H])([2H])[2H])([2H])CC1=CC=CC=C1 Dibenzylethane-d4